(4-(2-((5-(1,3-dimethyl-1H-pyrazol-4-yl)benzo[d]thiazol-2-yl)amino)-2-oxoethyl)-2-fluorophenoxy)pyridine-3-carboxamide CN1N=C(C(=C1)C=1C=CC2=C(N=C(S2)NC(CC2=CC(=C(OC3=NC=CC=C3C(=O)N)C=C2)F)=O)C1)C